BrC1=C(N=NN1)C(=O)O Bromotriazolecarboxylic acid